NC1=C(C(=C(C=C1)[C@@H]([C@H](C(=O)N1CCN(CC1)C)NC(C=C)=O)C)F)F N-[(2R,3S)-3-(4-amino-2,3-difluorophenyl)-1-(4-methylpiperazin-1-yl)-1-oxobutan-2-yl]propenamide